Cl.C1(CCC1)C=1C=C(C=CC1)C[C@H](C(=O)O)[C@@H]1CNCC1 (2S)-3-(3-Cyclobutylphenyl)-2-[(3R)-pyrrolidin-3-yl]propanoic acid hydrochloride